tert-butyl 4-[(1R)-1-amino-2,2-difluoroethyl]-4-fluoropiperidine-1-carboxylate N[C@@H](C(F)F)C1(CCN(CC1)C(=O)OC(C)(C)C)F